C(CC(O)(C(=O)[O-])CC(=O)[O-])(=O)OCCCCCCCCCCCCCCCCCC Monostearyl Citrate